C1(CC1)C=1C(=NON1)C(=O)N[C@@H](C1CCC(CC1)(F)F)C=1N=C2N(N=CC(=C2)[C@@H](CC)NC(CC2CC(C2)(F)F)=O)C1 |o1:11| 4-Cyclopropyl-N-((S*)-(7-((R)-1-(2-(3,3-difluorocyclobutyl)acetamido)propyl)imidazo[1,2-b]pyridazin-2-yl)(4,4-difluorocyclohexyl)methyl)-1,2,5-oxadiazole-3-carboxamide